CC1=NC=C(C=C1N)[N+](=O)[O-] 2-methyl-5-nitro-3-pyridinamine